N-(6-(4-(Methylsulfonyl)piperazin-1-yl)pyridin-3-yl)-4-(6-(thiophen-2-yl)imidazo[1,2-a]pyridin-3-yl)pyrimidin-2-amin CS(=O)(=O)N1CCN(CC1)C1=CC=C(C=N1)NC1=NC=CC(=N1)C1=CN=C2N1C=C(C=C2)C=2SC=CC2